ClC1=C(C=CC(=C1)C(F)(F)F)NC(CN1C=2N(C(C(=C1CC)N1CCN(CC1)C1=NOC=C1O)=O)N=C(N2)C2=CCC(CC2)OC)=O N-(2-chloro-4-(trifluoromethyl)phenyl)-2-(5-ethyl-6-(4-(4-hydroxyisoxazole-3-yl)piperazin-1-yl)-2-(4-methoxycyclohex-1-en-1-yl)-7-oxo-[1,2,4]triazolo[1,5-a]pyrimidin-4(7H)-yl)acetamide